COC=1C=C(OCCCCC2=CC=C(C=C2)NC(=O)N2CCN(CC2)C(=O)OC(C)(C)C)C=CC1 tert-butyl 4-((4-(4-(3-methoxyphenoxy)butyl)phenyl)carbamoyl)piperazine-1-carboxylate